3-(4-((1-cyclopentyl-3-(4-hydroxyphenyl)-1H-pyrazolo[4,3-b]pyridin-6-yl)methoxy)phenyl)butanoic acid C1(CCCC1)N1N=C(C2=NC=C(C=C21)COC2=CC=C(C=C2)C(CC(=O)O)C)C2=CC=C(C=C2)O